N=1N=CN2C1C=CC(=C2)C2=CNC=1N=C(N=C(C12)OC)NC1CCC(CC1)(O)CC 4-((5-([1,2,4]triazolo[4,3-a]pyridin-6-yl)-4-methoxy-7H-pyrrolo[2,3-d]pyrimidin-2-yl)amino)-1-ethylcyclohexan-1-ol